COC1=C(C(=C(C(=C1[N+](=O)[O-])OC)[N+](=O)[O-])OC)[N+](=O)[O-] 1,3,5-trimethoxy-2,4,6-trinitrobenzene